4-methoxy-2-((1S*,2S*)-2-(4-methylpyrimidin-2-yl)cyclopropyl)quinolin COC1=CC(=NC2=CC=CC=C12)[C@@H]1[C@H](C1)C1=NC=CC(=N1)C |o1:12,13|